(S)-6-chloro-7-(2-fluorophenyl)-1-(2-isopropyl-4-methylpyridin-3-yl)-4-(2-methyl-4-(2-(2,3,6-trifluorophenoxy)acetyl)piperazin-1-yl)pyrido[2,3-d]pyrimidin-2(1H)-one ClC1=CC2=C(N(C(N=C2N2[C@H](CN(CC2)C(COC2=C(C(=CC=C2F)F)F)=O)C)=O)C=2C(=NC=CC2C)C(C)C)N=C1C1=C(C=CC=C1)F